3-methyl-2-oxo-1,2,3,4-tetrahydroquinazolin CN1C(NC2=CC=CC=C2C1)=O